ClC=1C=C(C=CC1C(F)(F)F)N1N=NC(=C1C(F)(F)F)C(=O)NC1=CC(=C(OC=2C(=NC=CC2)C(=O)NCCC)C=C1)F (4-(1-(3-chloro-4-(trifluoromethyl)phenyl)-5-(trifluoromethyl)-1H-1,2,3-triazole-4-carboxamido)-2-fluorophenoxy)-N-propylpicolinamide